(2R,3R,5R)-2-methyl-3,5-diisopropenyl-cyclohexanone tert-butyl-(2R,5S)-4-(7-(4-carbamoylpyridin-2-yl)-5-iodo-7H-pyrrolo[2,3-d]pyrimidin-4-yl)-2,5-dimethylpiperazine-1-carboxylate C(C)(C)(C)OC(=O)N1[C@@H](CN([C@H](C1)C)C=1C2=C(N=CN1)N(C=C2I)C2=NC=CC(=C2)C(N)=O)C.C[C@H]2C(C[C@@H](C[C@H]2C(=C)C)C(=C)C)=O